C1=C(C=CC2=CC=CC=C12)C1=NOC(C1)C(=O)N 3-(naphthalen-2-yl)-4,5-dihydroisoxazole-5-carboxamide